3-[(3-Chlorophenyl)ethynyl]-N,N-dimethyl-5,6-dihydroimidazo[1,2-a]pyrazine-7(8H)-carboxamide ClC=1C=C(C=CC1)C#CC1=CN=C2N1CCN(C2)C(=O)N(C)C